N[C@@](C(=O)O)(CC1=C(C=C(C=C1)B(O)O)C(F)(F)F)C (R)-2-amino-3-(4-dihydroxyboryl-2-(trifluoromethyl)phenyl)-2-methylpropanoic acid